3-(2'-hydroxyethyl)tetrahydrofuran OCCC1COCC1